3-bromo-2,5-bis(4-methoxyphenyl)thiophene BrC1=C(SC(=C1)C1=CC=C(C=C1)OC)C1=CC=C(C=C1)OC